N[C@H](C(=O)NCC1=CC=C(C=C1)S(=O)(=O)C)CCC(=O)N (S)-2-amino-N1-(4-(methylsulfonyl)benzyl)glutaramide